FC(C(C(C(C(C(C(C(C(C(C(F)(F)F)(F)F)(F)F)(F)F)(F)F)(F)F)(F)F)(F)F)(F)F)(F)F)(S(=O)(=O)[O-])F perfluoroundecylsulfonate